ClC=1C=CC(=C(C1)OB(O)O)O (5-chloro-2-hydroxyphenyl)boric acid